1-{4-[3-(difluoromethyl)-4-fluorophenyl]piperazin-1-yl}-2-{3-[(2R,6S)-2,6-dimethylmorpholine-4-carbonyl]-5,6-dihydrocyclopenta[c]pyrazol-1(4H)-yl}ethan-1-one FC(C=1C=C(C=CC1F)N1CCN(CC1)C(CN1N=C(C2=C1CCC2)C(=O)N2C[C@H](O[C@H](C2)C)C)=O)F